2-(5-ethyl-2-p-tolyloxazol-4-yl)ethanol C(C)C1=C(N=C(O1)C1=CC=C(C=C1)C)CCO